FC(S(=O)(=O)[O-])(F)F.OC1=C(C=CC(=C1)N1C=NC=C1)[N+]#N 2-hydroxy-4-(1H-imidazol-1-yl)benzenediazonium trifluoromethanesulfonate